ClC1=CN=CC(=N1)C=1C=CC(=NC1)C(=O)NC(C)(C)C=1N=C(SC1)NS(=O)(=O)C1CC1 5-(6-chloropyrazin-2-yl)-N-(2-(2-(cyclopropanesulfonamido)thiazol-4-yl)propan-2-yl)picolinamide